(Z)-methyl 3-(((4-(2-(1,1-dioxothiomorpholino)-N-methylacetamido) phenyl) amino) (phenyl) methylene)-2-oxo-2,3-dihydro-1H-pyrrolo[3,2-b]pyridine-6-carboxylate O=S1(CCN(CC1)CC(=O)N(C)C1=CC=C(C=C1)N\C(=C\1/C(NC=2C1=NC=C(C2)C(=O)OC)=O)\C2=CC=CC=C2)=O